2-(3-(1-(5-chloropyrimidin-2-yl)piperidin-4-yl)cyclobutyl)ethan-1-ol ClC=1C=NC(=NC1)N1CCC(CC1)C1CC(C1)CCO